(S)-4-(2-(nicotinamido)-3-phenylpropanamido)benzene-1-sulfonyl chloride C(C1=CN=CC=C1)(=O)N[C@H](C(=O)NC1=CC=C(C=C1)S(=O)(=O)Cl)CC1=CC=CC=C1